ClC1=NC=C(C=N1)S(=O)(=O)NC=1C(=CC=C2C=NN(C12)C)CC 2-chloro-N-(6-ethyl-1-methylindazol-7-yl)pyrimidine-5-sulfonamide